BrC=1C=C(C=CC1)C(CN1C=NC=C1)=O 1-(3-bromophenyl)-2-(1H-imidazol-1-yl)ethan-1-one